COC(=O)C=1C(C(=C(OC1C)N)C#N)C1=CC=C(C=C1)OC 2-amino-3-cyano-4-(4-methoxyphenyl)-6-methyl-4H-pyran-5-carboxylic acid methyl ester